ClC1=C(C(=CC=C1)C1=CC=C(C=C1)C)C(=O)NCC1(NC(NC1=O)=O)C=1N(C=CN1)C chloro-4'-methyl-N-[[4-(1-methyl-1H-imidazol-2-yl)-2,5-dioxoimidazolidin-4-yl]methyl][biphenyl]-2-carboxamide